2-(3-methoxy-3-methylazetidin-1-yl)benzaldehyde COC1(CN(C1)C1=C(C=O)C=CC=C1)C